3-(Difluoromethoxy)-5-formylbenzoic acid methyl ester COC(C1=CC(=CC(=C1)C=O)OC(F)F)=O